2-methylsulfanylethanamine CSCCN